FC1=C(C=CC(=C1)[C@H]1[C@H](CCC2=CC(=CC=C12)O)C1=CC=CC=C1)N1CCC(CC1)CN1CCN(CC1)C=1C=C2CN(C(C2=CC1)=O)[C@@H]1C(NC(CC1)=O)=O (3S)-3-[5-[4-[[1-[2-fluoro-4-[(1R,2S)-6-hydroxy-2-phenyl-tetralin-1-yl]phenyl]-4-piperidyl]methyl]piperazin-1-yl]-1-oxo-isoindolin-2-yl]piperidine-2,6-dione